N-(1-(5-(3-cyano-6-(2-hydroxy-2-methylpropoxy)pyrazolo[1,5-a]pyridin-4-yl)pyridin-2-yl)piperidin-4-yl)picolinamide C(#N)C=1C=NN2C1C(=CC(=C2)OCC(C)(C)O)C=2C=CC(=NC2)N2CCC(CC2)NC(C2=NC=CC=C2)=O